1-methyl-3-trifluoromethyl-4-difluoromethoxy-1H-pyrazole CN1N=C(C(=C1)OC(F)F)C(F)(F)F